2-((tert-butyldiphenylsilyl)oxy)-1-(6-chloropyridin-3-yl)ethanol [Si](C1=CC=CC=C1)(C1=CC=CC=C1)(C(C)(C)C)OCC(O)C=1C=NC(=CC1)Cl